[W].[Ti] titanium Tungsten